C1(=CCCCC1)B1OC(C(O1)(C)C)(C)C 2-(cyclohex-1-en-1-yl)-4,4,5,5-tetramethyl-1,3,2-dioxaborolan